O1CCCC=2C1=CN=CC2NC(C(C)(C)C)=O N-(3,4-dihydro-2H-pyrano[2,3-c]pyridin-5-yl)pivalamide